FC=1C=C(C=C(C1)N1CCN(CC1)C)NC(=O)C=1C(N(C2=CC=CC=C2C1O)CC(C)C)=O N-(3-fluoro-5-(4-methylpiperazin-1-yl)phenyl)-4-hydroxy-1-isobutyl-2-oxo-1,2-dihydroquinoline-3-carboxamide